BrC=1C=C(C=2NC3=CC=C(C=C3C2C1)Br)Cl 3,6-dibromo-1-chloro-9H-carbazole